N-(4-fluoro-2-methoxybenzyl)-3-isopropyl-6-(piperidin-4-ylthio)imidazo[1,2-b]pyridazin-8-amine hydrochloride Cl.FC1=CC(=C(CNC=2C=3N(N=C(C2)SC2CCNCC2)C(=CN3)C(C)C)C=C1)OC